N-(N-(2,2-diphenylethyl))carbamoylmethylglycine C1(=CC=CC=C1)C(CNC(=O)CNCC(=O)O)C1=CC=CC=C1